ethyl 3-(4-((6-cyclopropylimidazo[1,2-a]pyridin-2-yl)methoxy)-6-((4-(N-((hexyloxy)carbonyl)carbamimidoyl)-2,6-dimethylbenzyl)amino)pyrimidin-2-yl)propanoate C1(CC1)C=1C=CC=2N(C1)C=C(N2)COC2=NC(=NC(=C2)NCC2=C(C=C(C=C2C)C(NC(=O)OCCCCCC)=N)C)CCC(=O)OCC